FC(\C=C/C(F)(F)F)(F)F (Z)-hexafluoro-2-butene